C(C1=CC=CC=C1)OC(N[C@H]1CN(CC1)C(C1=C(C=CC(=C1)\C=C\1/OC(C2=CC=CC=C12)=O)F)=O)=O (R,Z)-benzyl(1-(2-fluoro-5-((3-oxoisobenzofuran-1(3H)-ylidene)methyl)benzoyl)pyrrolidin-3-yl)carbamate